6-(2,6-Difluorophenyl)-4-((4-(3-methoxyoxetan-3-yl)phenyl)amino)pyridazine-3-carboxamide FC1=C(C(=CC=C1)F)C1=CC(=C(N=N1)C(=O)N)NC1=CC=C(C=C1)C1(COC1)OC